C(C)OC(CCC(=O)C1=NC2=CC(=CC=C2C=C1O)C1=CC=CC=C1)=O 4-(3-hydroxy-7-phenyl-quinolin-2-yl)-4-oxo-butyric acid ethyl ester